CC1=C(C=C(C=C1)C1=C(NC2=NC=CC=C21)C2=CC=C(C=C2)C2CCN(CC2)C)NC(C=C)=O N-(2-methyl-5-(2-(4-(1-methylpiperidin-4-yl)phenyl)-1H-pyrrolo[2,3-b]pyridin-3-yl)phenyl)acrylamide